5-hydroxy-3-methyl-1-phenyl-1H-pyrazole OC1=CC(=NN1C1=CC=CC=C1)C